C(CCCCCCCCCCCCCCCCCCC)(=O)OC1C(OC(C1)N1C2=NC(=NC(=C2N=C1)N)F)(COP(=O)(OC1=CC=CC=C1)N[C@H](C(=O)OC(C)C)CC1=CC=CC=C1)C#C 5-(6-Amino-2-fluoro-9H-purin-9-yl)-2-ethynyl-2-((((((S)-1-isopropoxy-1-oxo-3-phenylpropan-2-yl)amino)(phenoxy)phosphoryl)oxy)methyl)tetrahydrofuran-3-yl icosanoate